9-([1,1'-biphenyl]-3-yl)-10-bromoanthracene C1(=CC(=CC=C1)C=1C2=CC=CC=C2C(=C2C=CC=CC12)Br)C1=CC=CC=C1